C(#N)C1=C(C=C(C=C1)NC(=O)NC=1C=CC2=C(S(C=C2)(=O)=O)C1)CN1CCOCC1 1-(4-cyano-3-(morpholinomethyl)phenyl)-3-(1,1-dioxidobenzo[b]thiophen-6-yl)urea